C(=O)C1CN(C1)C(=O)OC(C)(C)C 2-methylpropan-2-yl 3-formylazetidine-1-carboxylate